1-(6-(4-Morpholinopyrimidin-2-yl)-2,6-diazaspiro[3.3]heptan-2-yl)prop-2-en-1-one O1CCN(CC1)C1=NC(=NC=C1)N1CC2(CN(C2)C(C=C)=O)C1